COC([C@H](CCC(=O)OC)OS(=O)(=O)C(F)(F)F)=O (2S)-2-[(trifluoromethyl-sulfonyl)oxy]glutaric acid dimethyl ester